COC=1C=C(C=CC1OC)C=1NC2=CC=C(C=C2C1C(C)C)N1CC2(C1)CNCCC2 2-(2-(3,4-dimethoxyphenyl)-3-isopropyl-1H-indol-5-yl)-2,6-diazaspiro[3.5]nonane